2-(allyloxy)-4-bromo-1-methoxybenzene C(C=C)OC1=C(C=CC(=C1)Br)OC